ethyl 2-{[(but-3-en-1-yl) [(tert-butoxy) carbonyl]amino]methyl}pent-4-enoate C(CC=C)N(C(=O)OC(C)(C)C)CC(C(=O)OCC)CC=C